4-cis-butenediol tert-butyl-(4-(1H-pyrrol-1-yl)benzyl)(5-chloro-3-cyclopropylpyrazolo[1,5-a]pyrimidin-7-yl)carbamate C(C)(C)(C)C1=NN2C(N=C(C=C2N(C(=O)OC(=CCC)O)CC2=CC=C(C=C2)N2C=CC=C2)Cl)=C1C1CC1